4-(5-ethoxy-3-(1H-imidazole-1-carbonyl)-2,8-dimethyl-1,4-dihydro-1,6-naphthyridin-4-yl)-3-methoxybenzonitrile C(C)OC1=C2C(C(=C(NC2=C(C=N1)C)C)C(=O)N1C=NC=C1)C1=C(C=C(C#N)C=C1)OC